ClC=1C=C(NC2(CCC3(C(CC4=CC=CC=C34)[C@@H]3[C@H](C3)COC=3C=NC=CC3)CC2)C(=O)O)C=CC1 |o1:17,18| (1r,4r)-4-(3-chloroanilino)-2'-[(1R*,2S*)-2-{[(pyridin-3-yl)oxy]methyl}cyclopropyl]-2',3'-dihydrospiro[cyclohexane-1,1'-indene]-4-carboxylic acid